C1(CCCCC1)C1=CC=C(C=C1)C=1NC=2N(C(C1)=O)N=CC2C(=O)N2CC(C2)C 5-(4-cyclohexylphenyl)-3-(3-methylazetidine-1-carbonyl)pyrazolo[1,5-a]pyrimidin-7(4H)-one